2-amino-7-((E)-2-((1R,2R,3S,4R)-4-(4-amino-5,6-dihydro-7H-pyrrolo[2,3-d]pyrimidine-7-yl)-2,3-dihydroxycyclopentyl)vinyl)quinoline-3-carbonitrile NC1=NC2=CC(=CC=C2C=C1C#N)\C=C\[C@@H]1[C@H]([C@H]([C@@H](C1)N1CCC2=C1N=CN=C2N)O)O